1-(Phenylmethoxy)-6-(bromomethyl)pyridin-2-one C1(=CC=CC=C1)CON1C(C=CC=C1CBr)=O